1,3-dicyclohexylimidazole hydrochloride Cl.C1(CCCCC1)N1CN(C=C1)C1CCCCC1